(4-chlorophenyl)(1-methyl-4-(4,4,5,5-tetramethyl-1,3,2-dioxaborolan-2-yl)-1H-pyrazol-5-yl)methanone ClC1=CC=C(C=C1)C(=O)C1=C(C=NN1C)B1OC(C(O1)(C)C)(C)C